C(C=C)OC1=CC=C(C=C1)C[C@@H](C(=O)N[C@@H](CC1=CN(C2=CC=CC=C12)C(=O)OC(C)(C)C)C(=O)O)NC(=O)OC(C)(C)C Nα-((S)-3-(4-(allyloxy)phenyl)-2-((tert-butoxycarbonyl)amino)propanoyl)-1-(tert-butoxycarbonyl)-L-tryptophan